COC1=CC=C(C=C1)C=1C=C(C(=O)O)C=CN1 2-(4-methoxyphenyl)isonicotinic acid